C(#C)C1=CC=C(C(=N1)F)C1=C(C2=C(N=CN=C2N)N1C)C1=CC(=C(C=C1)OC1=NC=CC(=N1)C)F 6-(6-ethynyl-2-fluoropyridin-3-yl)-5-(3-fluoro-4-((4-methylpyrimidin-2-yl)oxy)phenyl)-7-methyl-7H-pyrrolo[2,3-d]pyrimidin-4-amine